BrC1=C(C=C2C(=NC(=NC2=C1F)F)N1CC2(CCO2)CCC1)Cl 6-(7-bromo-6-chloro-2,8-difluoroquinazolin-4-yl)-1-oxa-6-azaspiro[3.5]nonane